5-(4-trifluoromethoxy-phenyl)-1-pentene FC(OC1=CC=C(C=C1)CCCC=C)(F)F